3-trifluoromethyl-benzene FC(C=1C=CC=CC1)(F)F